C1(CC1)CCN(C1=C2CN(C(C2=CC=C1)=O)C1C(NC(CC1)=O)=O)C1CCC(CC1)N1CC2(CC2(F)F)CC1 3-(4-((2-cyclopropylethyl)((1r,4r)-4-(1,1-difluoro-5-azaspiro[2.4]heptan-5-yl)cyclohexyl)amino)-1-oxoisoindolin-2-yl)piperidine-2,6-dione